N,N,N',N'-Tetrakis(2-benzimidazolylmethyl)-2-hydroxy-1,3-diaminopropan N1=C(NC2=C1C=CC=C2)CN(CC(CN(CC=2NC1=C(N2)C=CC=C1)CC=1NC2=C(N1)C=CC=C2)O)CC=2NC1=C(N2)C=CC=C1